C(C)OCCOOOCCOCC 2-ethoxyethoxy ether